1-(1-methylcyclobutyl)-1H-pyrrolo[2,3-b]pyridine CC1(CCC1)N1C=CC=2C1=NC=CC2